CC(C1=CC=C(C=C1)NC(C)=O)(C(F)(F)F)O 1-methyl-1-trifluoromethyl-1-(4'-acetamidophenyl)methyl alcohol